methyl benzoate sodium salt [Na].C(C1=CC=CC=C1)(=O)OC